tert-butyl (3-(2-(((benzyloxy)carbonyl)amino)ethyl)benzyl)(methyl)carbamate C(C1=CC=CC=C1)OC(=O)NCCC=1C=C(CN(C(OC(C)(C)C)=O)C)C=CC1